2-[(2R)-4-[4-cyano-2-(trifluoromethyl)benzoyl]-2-ethylpiperazin-1-yl]-5-(2-ethoxypyridin-3-yl)-N-[(3R)-pyrrolidin-3-yl]benzamide C(#N)C1=CC(=C(C(=O)N2C[C@H](N(CC2)C2=C(C(=O)N[C@H]3CNCC3)C=C(C=C2)C=2C(=NC=CC2)OCC)CC)C=C1)C(F)(F)F